ClC1=CC(=C2C(=NC(N(C2=C1)C1=C(C=CC=C1)C)=O)O)CC 7-chloro-5-ethyl-4-hydroxy-1-(o-tolyl)quinazolin-2(1H)-one